4-[4-[1,1-bis(4-hydroxyphenyl)ethyl]]-α,α-dimethylbenzylphenol CC(C)(C1=CC=C(C=C1)C(C)(C2=CC=C(C=C2)O)C3=CC=C(C=C3)O)C4=CC=C(C=C4)O